C/C/1=C\\CC(/C=C/C(/C(=C/CC1)/C)O)(C)C The molecule is a sesquiterpenoid that is (1E,4E,8E)-alpha-humulene which is substituted by a hydroxy group at the carbon atom attached to two double bonds (position 8). It is a sesquiterpenoid and a secondary alcohol. It derives from a hydride of a humulane.